5-bromo-2-methyl-3,4-dihydro-2H-1λ6-benzo[2,1-e][1,2]thiazine-1,1-dione BrC1=CC=CC2=C1CCN(S2(=O)=O)C